OC1=C(C(=O)NC2=C(C(=O)O)C=CC=C2)C=C(C(=C1)S(=O)(=O)O)O 2-(2,5-dihydroxy-4-sulfobenzamido)benzoic acid